ClC1=CC=C(C=C1)C=1C(=NN2C1N=C(C=C2SC)N(C)CC(C)(C)O)C=2C=CC(=NC2)C#N 5-[3-(4-chlorophenyl)-5-[(2-hydroxy-2-methyl-propyl)-methyl-amino]-7-methylsulfanyl-pyrazolo[1,5-a]pyrimidin-2-yl]pyridine-2-carbonitrile